ClC1=C(C=C(C=2C3=C(NC12)CCN(C3C)C(=O)C3=NC=C(C=N3)OC)C3=NN(C=C3)C)Cl (6,7-dichloro-1-methyl-9-(1-methyl-1H-pyrazol-3-yl)-1,3,4,5-tetrahydro-2H-pyrido[4,3-b]indol-2-yl)(5-methoxypyrimidin-2-yl)methanone